2,3-dimethyl-3-(p-methoxyphenyl)cyclopentane CC1CCCC1(C1=CC=C(C=C1)OC)C